2-[[5-[(1S,2R)-2-aminocyclopentoxy]-2-pyridyl]amino]-6-(2,6-dichlorophenyl)-8-methyl-pyrido[2,3-d]pyrimidin-7-one N[C@H]1[C@H](CCC1)OC=1C=CC(=NC1)NC=1N=CC2=C(N1)N(C(C(=C2)C2=C(C=CC=C2Cl)Cl)=O)C